(3-(difluoromethoxy)-5-methoxyphenyl)(ethyl)carbamoyl chloride FC(OC=1C=C(C=C(C1)OC)N(C(=O)Cl)CC)F